((3S,5S)-5-(((4,4''-difluoro-[1,1':3',1''-terphenyl]-5'-yl)oxy)methyl)pyrrolidin-3-yl)methanamine dihydrochloride Cl.Cl.FC1=CC=C(C=C1)C1=CC(=CC(=C1)OC[C@@H]1C[C@H](CN1)CN)C1=CC=C(C=C1)F